tert-butyl (4-(benzyloxy)pyridin-2-yl)(prop-2-yn-1-yl)carbamate C(C1=CC=CC=C1)OC1=CC(=NC=C1)N(C(OC(C)(C)C)=O)CC#C